4-ethoxy-6-(1-(7-(2-(ethyl(methyl)amino)ethyl)-5-(1-hydroxy-2,2-dimethylpropyl)-1-oxo-3,4-dihydroisoquinolin-2(1H)-yl)ethyl)nicotinonitrile C(C)OC1=CC(=NC=C1C#N)C(C)N1C(C2=CC(=CC(=C2CC1)C(C(C)(C)C)O)CCN(C)CC)=O